The molecule is a monocarboxylic acid anion that is the conjugate base of zofenoprilat, obtained by deprotonation of the carboxy group. It is a conjugate base of a zofenoprilat. C[C@H](CS)C(=O)N1C[C@H](C[C@H]1C(=O)[O-])SC2=CC=CC=C2